copper-aluminum trioxide [O-2].[O-2].[O-2].[Al+3].[Cu+2]